methyl 7-bromo-2-(4-methoxybenzyl)-8-(naphthalen-1-ylmethyl)-6-oxo-9-(3-(trifluoromethyl)phenyl)-3,4-dihydro-2H,6H-pyrido[1,2-e][1,2,5]thiadiazine-4-carboxylate 1,1-dioxide BrC1=C(C(=C2N(C(CN(S2(=O)=O)CC2=CC=C(C=C2)OC)C(=O)OC)C1=O)C1=CC(=CC=C1)C(F)(F)F)CC1=CC=CC2=CC=CC=C12